[N+](=O)([O-])C=1C=C2C(=NC=NC2=CC1C#CC12CN(CC2C1)C(=O)OC(C)(C)C)NC1=CC=C(C=C1)OC1=CC=CC=C1 tert-butyl 1-((6-nitro-4-((4-phenoxyphenyl) amino) quinazolin-7-yl) ethynyl)-3-azabicyclo[3.1.0]hexane-3-carboxylate